3-amino-4-cyclopropyl-2-hydroxybutanamide NC(C(C(=O)N)O)CC1CC1